[OH-].[Zn+2].[Co+2].[OH-].[OH-].[OH-] cobalt-zinc hydroxide